FC1=CC2=C(N(OCCC2)[C@H]2NCCC2)C=C1 (R)-2-((R)-7-fluoro-1,3,4,5-tetrahydrobenzo[c]oxazepin-1-yl)pyrrolidine